4-decahydronaphthalenedimethanol C1(CCC(C2CCCCC12)CO)CO